N=C1N[C@](CS(C1(C)C)(=O)=O)(C)C1=CC2=C(SC3=C2C=C(C(=C3)OC)C#CC)C=C1 (R)-3-Imino-5-(7-methoxy-8-(prop-1-yn-1-yl)dibenzo[b,d]thiophen-2-yl)-2,2,5-trimethylthiomorpholine 1,1-dioxide